[Na+].[Na+].P(=O)(OC1=C(C=C(C=C1)Cl)C(NC1=CC(=CC(=C1)C(F)(F)F)C(F)(F)F)=O)([O-])[O-] 2-((3,5-bis(trifluoromethyl)phenyl)carbamoyl)-4-chlorophenyl Phosphate-BisSodium Salt